C(C)(C)(C)OC(=O)N1CCC(CC1)C1=CC=C2C(=NN(C2=C1)C)N1C(NC(CC1)=O)=O.FC1=CC=C(C=C1)C(C1C(CCCC1)=O)NC1=CC=CC=C1 2-((4-fluorophenyl)(phenylamino)methyl)cyclohexane-1-one tert-butyl-4-(3-(2,4-dioxotetrahydro-pyrimidin-1(2H)-yl)-1-methyl-1H-indazol-6-yl)piperidine-1-carboxylate